N-[[2-[6-[(2R)-2-methylmorpholin-4-yl]-2-pyridinyl]-1,6-naphthyridin-7-yl]methyl]-1,1-dioxo-3,5-dihydro-2H-4,1λ6-benzoxathiepin-8-carboxamide C[C@@H]1CN(CCO1)C1=CC=CC(=N1)C1=NC2=CC(=NC=C2C=C1)CNC(=O)C1=CC2=C(COCCS2(=O)=O)C=C1